isovaleryl carbonate C(OC(CC(C)C)=O)([O-])=O